4,4,5,5-tetramethyl-2-(1-methyl-5-indolinyl)-1,3,2-dioxaborolane CC1(OB(OC1(C)C)C=1C=C2CCN(C2=CC1)C)C